((7R)-7-amino-2-azabicyclo[2.2.1]heptan-2-yl)(2-(1-(cyclopropylmethyl)-7-(pyridin-3-yl)-1H-indol-2-yl)-7-methoxy-1-methyl-1H-benzo[d]imidazol-5-yl)methanone N[C@H]1C2N(CC1CC2)C(=O)C2=CC1=C(N(C(=N1)C=1N(C3=C(C=CC=C3C1)C=1C=NC=CC1)CC1CC1)C)C(=C2)OC